FC(C1=CC=C(C=C1)C1=CN=C(O1)NC=1C(=NC=CC1)C(=O)O)(F)F ((5-(4-(trifluoromethyl)phenyl)oxazol-2-yl)amino)picolinic acid